C1=C(C=CC=2OC3=C(C21)C=CC=C3)C(C(C)C)=O 1-(dibenzo[b,d]furan-2-yl)-2-methylpropan-1-one